FC=1C=C2C(=NC=NC2=CC1)N1CC=2C=C(C=NC2CC1)OC1=C(C=C(C=C1)C)F 6-fluoro-4-[3-(2-fluoro-4-methyl-phenoxy)-7,8-dihydro-5H-1,6-naphthyridin-6-yl]quinazoline